3-(5''-bromodispiro[cyclopropane-1,1'-cyclohexane-4',3''-indoline]-1''-carbonyl)-N-(3-methoxycyclobutyl)benzenesulfonamide BrC=1C=C2C3(CN(C2=CC1)C(=O)C=1C=C(C=CC1)S(=O)(=O)NC1CC(C1)OC)CCC1(CC3)CC1